1,10-diaminodecane HCl Cl.NCCCCCCCCCCN